[Ir+3].N1(N=CC=C1)[B-](N1N=CC=C1)(N1N=CC=C1)N1N=CC=C1.FC1=NC=CC(=C1N)F.FC1=NC=CC(=C1N)F.N1(N=CC=C1)[B-](N1N=CC=C1)(N1N=CC=C1)N1N=CC=C1.N1(N=CC=C1)[B-](N1N=CC=C1)(N1N=CC=C1)N1N=CC=C1 bis(2,4-difluoropyridylamine) tetrakis(1-pyrazolyl)borate iridium (III)